ClC1=C(C=CC=C1C1=CC=C(C(=N1)OC)CN(C(OC(C)(C)C)=O)C[C@H]1NC(CC1)=O)C1=C(C(=CC=C1)C1=CC=2N(C(C(=C(N2)C)C=O)=O)C=C1)Cl tert-butyl (S)-((6-(2,2'-dichloro-3'-(3-formyl-2-methyl-4-oxo-4H-pyrido[1,2-a]pyrimidin-8-yl)-[1,1'-biphenyl]-3-yl)-2-methoxypyridin-3-yl)methyl)((5-oxopyrrolidin-2-yl)methyl)carbamate